C1=2C=C(C=CC2CC1)CC(=O)C1=CC=C(C=C1)Cl 2-(bicyclo[4.2.0]octan-1(6),2,4-trien-3-yl)-1-(4-chlorophenyl)ethan-1-one